O=C1CCC(CC1)/C=C/C=1N=C(SC1)NC(=O)C=1N(C=CC1)CC1=CC=NC=C1 N-{4-[(E)-2-(4-oxocyclohexyl)ethenyl]-1,3-thiazol-2-yl}-1-(pyridin-4-ylmethyl)pyrrole-2-carboxamide